(2s,4r)-4-ethylpyrrolidine-1,2-dicarboxylic acid 1-tert-butyl 2-methyl ester COC(=O)[C@H]1N(C[C@@H](C1)CC)C(=O)OC(C)(C)C